FC(CN1N=C(C=C1)NC(=O)[C@H]1N(C[C@@H](C1)F)C(=O)OC(C)(C)C)F tert-butyl (2S,4R)-2-((1-(2,2-difluoroethyl)-1H-pyrazol-3-yl) carbamoyl)-4-fluoropyrrolidine-1-carboxylate